3-amino-5,5-dimethyl-6,7-dihydropyrazolo[1,5-a]pyridin-4-one NC=1C=NN2C1C(C(CC2)(C)C)=O